ethyl 2-cyclopropyl-6-{[(3R)-4,4-difluoro-3-methylpiperidin-1-yl]methyl}pyrimidine-4-carboxylate C1(CC1)C1=NC(=CC(=N1)C(=O)OCC)CN1C[C@H](C(CC1)(F)F)C